N1(CCC1)C[C@H](C(=O)N[C@@H](CF)C1=CC=CC=C1)C (R)-3-(azetidin-1-yl)-N-((R)-2-fluoro-1-phenylethyl)-2-methylpropanamide